N(NC(=O)[O-])C(=O)[O-] hydrazine-1,2-dicarboxylate